ClC=1C=C(C=C(C1)C=1N=NNC1)[C@@H]1COCCN1C(C=C)=O (R)-1-(3-(3-chloro-5-(1H-1,2,3-triazol-4-yl)phenyl)morpholino)prop-2-en-1-one